C(#N)C=1C=C(C=CC1)C=1N=C(SC1C1=CC(=NC(=C1)C)C)NC(=O)N1[C@H](CN[C@H](C1)C)C (2S,5S)-N-[4-(3-cyanophenyl)-5-(2,6-dimethyl-4-pyridinyl)thiazol-2-yl]-2,5-dimethyl-piperazine-1-carboxamide